5-(5-(6-(tert-butylsulfonyl)-7-methoxyimidazo[1,2-a]pyridin-3-yl)-3-fluoro-2-methoxyphenyl)-3-methyl-1,2,4-oxadiazole C(C)(C)(C)S(=O)(=O)C=1C(=CC=2N(C1)C(=CN2)C=2C=C(C(=C(C2)C2=NC(=NO2)C)OC)F)OC